FC(C(=O)O)(F)F.FC1(CNC1)C(=O)N 3-fluoroazetidine-3-carboxamide 2,2,2-trifluoroacetate salt